ClC1=C(C(=C(C=C1C)Cl)C)S(=O)(=O)Cl 2,5-dichloro-3,6-dimethyl-benzenesulfonyl chloride